N-Methyl-N-(6-methyl-2-((4aS,5aR)-5a-methyl-1,4,4a,5,5a,6-hexahydrocyclopropa[f]indazol-3-yl)-1H-benzo[d]imidazol-5-yl)-2-((R)-2-methylmorpholino)acetamide CN(C(CN1C[C@H](OCC1)C)=O)C1=CC2=C(NC(=N2)C2=NNC=3C[C@@]4([C@H](CC23)C4)C)C=C1C